dihydroxy-4,4'-di-n-butoxybenzophenone OC=1C(=C(C(=O)C2=CC=C(C=C2)OCCCC)C=CC1OCCCC)O